CN(CCO)C1=NC=CC=N1 2-[methyl(pyrimidin-2-yl)amino]ethanol